(S)-4-(8-(hydroxymethyl)-3-(1-(prop-1-yn-1-yl)pyrrolidin-2-yl)imidazo[1,5-a]pyrazin-1-yl)-N-(4-(trifluoromethyl)pyridin-2-yl)benzamide OCC=1C=2N(C=CN1)C(=NC2C2=CC=C(C(=O)NC1=NC=CC(=C1)C(F)(F)F)C=C2)[C@H]2N(CCC2)C#CC